O1C(=CC2=C1C=CC=C2)C(=O)C(C#N)C(O)C2=CC(=CC=C2)Cl 2-(benzofuran-2-carbonyl)-3-(3-chlorophenyl)-3-hydroxypropionitrile